ClC1=C(C=C(C=C1)Cl)N\N=C(\C(=O)[O-])/CC (E)-Ethylglyoxylat-2,5-dichlorophenylhydrazon